7-[(3aS,4R,6R,6aR)-6-[(1R)-5-chloro-1,3-dihydroisobenzofuran-1-yl]-2,2-dimethyl-4,5,6,6a-tetrahydro-3aH-cyclopenta[d][1,3]dioxol-4-yl]pyrrolo[2,3-d]pyrimidin-4-amine ClC=1C=C2CO[C@@H](C2=CC1)[C@H]1C[C@H]([C@H]2[C@@H]1OC(O2)(C)C)N2C=CC1=C2N=CN=C1N